methylquinuclidin CC1N2CCC(C1)CC2